BrC1=CC=2N(C(=C1)Cl)C=NC2 7-bromo-5-chloro-imidazo[1,5-a]pyridine